ClC=1C=C(C=CC1C(=O)N1CCN(CC1)C(=O)C1CCNCC1)NC(=O)C=1N(C(=CN1)C=1C(=NN(C1)C=1N=NC(=CC1)N(C)C)C(F)(F)F)C N-[3-chloro-4-[4-(piperidine-4-carbonyl)piperazine-1-carbonyl]phenyl]-5-[1-[6-(dimethylamino)pyridazin-3-yl]-3-(trifluoromethyl)pyrazol-4-yl]-1-methylimidazole-2-carboxamide